OC=1C(=C(C(=O)C2=CC=C(C=C2)OC(C)C)C=CC1OCCC)O dihydroxy-4-n-propoxy-4'-isopropoxybenzophenone